6-hydroxyethyl-1,3-diaminobenzene OCCC1=CC=C(C=C1N)N